C(C)(C)(C)OC(=O)N1CCN(CC1)C[C@H](C)NC1=NC=NC2=C(C=CC=C12)C1=NC=CC=C1 4-[(2S)-2-[(8-pyridin-2-ylquinazolin-4-yl)amino]propyl]piperazine-1-carboxylic acid tert-butyl ester